methyl 1-aminocyclohexanecarboxylate NC1(CCCCC1)C(=O)OC